Benzylmethyldiethoxysilan C(C1=CC=CC=C1)[Si](OCC)(OCC)C